N1(CCCCC1)C[C@H]1N(CC2=CC=CC=C2C1)C(=O)C1=C(C=C2CCNCC2=C1)C1=CC(=C2C=CC=CN12)C(=O)O 3-[7-[(3S)-3-(1-piperidylmethyl)-3,4-dihydro-1H-isoquinoline-2-carbonyl]-1,2,3,4-tetrahydroisoquinolin-6-yl]indolizine-1-carboxylic acid